FC(C1=C(C=CC(=C1)C(F)(F)F)C(C)N1N=CC(=C1C)NC(C=CC=1OC=CC1)=O)(F)F N-(1-(1-(2,4-bis(trifluoromethyl)phenyl)ethyl)-5-methyl-1H-pyrazol-4-yl)-3-(furan-2-yl)acrylamide